1,4-Dibromo-2,5-diiodobenzene BrC1=C(C=C(C(=C1)I)Br)I